OC(CC(=O)O)(CC(=O)[O-])C(=O)O dihydrogen 2-hydroxy-1,2,3-propanetricarboxylate